BrC=1C=CC(=NC1)CC=1OC=CN1 2-((5-bromopyridin-2-yl)methyl)oxazole